(3R)-3-amino-7-[5-(2-azaspiro[3.3]heptan-2-yl)-1,3,4-oxadiazol-2-yl]-5-[(4-chlorophenyl)methyl]-8-fluoro-1,1-dioxo-2,3-dihydro-1lambda6,5-benzothiazepin-4-one N[C@H]1CS(C2=C(N(C1=O)CC1=CC=C(C=C1)Cl)C=C(C(=C2)F)C=2OC(=NN2)N2CC1(C2)CCC1)(=O)=O